C(CCCCCCCCCCC)OS(=O)(=O)O.C(C)N(CC)CC TRIETHYLAMINE LAURYL-SULFATE